(S)-4-((3,5-difluoro-6-methylpyridin-2-yl)thio)-6-(1-(piperidin-3-yl)-1H-pyrazol-4-yl)pyrazolo[1,5-a]pyridine-3-carbonitrile FC=1C(=NC(=C(C1)F)C)SC=1C=2N(C=C(C1)C=1C=NN(C1)[C@@H]1CNCCC1)N=CC2C#N